2-oxo-4-(trifluoromethyl)-1H-quinoline O=C1NC2=CC=CC=C2C(=C1)C(F)(F)F